C12C(CC(CC1)C2)N (+)-endo-2-norbornylamine